(S)-tert-butyl (1-((2-(4-chlorophenyl)propan-2-yl)amino)-1-oxopropan-2-yl)carbamate ClC1=CC=C(C=C1)C(C)(C)NC([C@H](C)NC(OC(C)(C)C)=O)=O